COC1=CC=C(OCCN)C=C1 2-(4-methoxyphenoxy)ethan-1-amine